C(O)(O)=O.C(C)NN N-ethylhydrazine carbonate